3-fluoro-4-nitropyrazole FC1=NNC=C1[N+](=O)[O-]